C1(CC1)C#CC=1N=C(SC1)C=O 4-(cyclopropylethynyl)thiazole-2-carbaldehyde